FC1(CNCCC1OC1=C2C(NC=NC2=CC=C1OC)=O)F 5-((3,3-difluoropiperidin-4-yl)oxy)-6-methoxyquinazolin-4(3H)-one